C(C)C1=CC(=CC=2N1N=C(C2)C2=C(C=C(C=C2)[C@H]2[C@@H](C2)C(=O)OCC)F)C(=O)N2[C@@H](C1=CC=CC=C1CC2)C Ethyl trans-2-(4-{7-ethyl-5-[(1R)-1-methyl-1,2,3,4-tetrahydroisoquinoline-2-carbonyl]pyrazolo[1,5-a]pyridin-2-yl}-3-fluorophenyl)cyclopropane-1-carboxylate